FC=1C=C(C=CC1CN1C(=NC=C1)C)C1=C(SC(=C1)CC(C)C)S(=O)(=O)N 3-[3-fluoro-4-[(2-methylimidazol-1-yl)methyl]phenyl]-5-isobutylthiophene-2-sulfonamide